2-bromo-1-(6-chloro-3-ethylsulfonyl-2-pyridinyl)ethanone BrCC(=O)C1=NC(=CC=C1S(=O)(=O)CC)Cl